C(C1=CC=CC=C1)NC(=S)NC1=CC=C(C=C1)F N-benzyl-N'-(4-fluorophenyl)thiourea